4-(7-(1H-Imidazol-4-yl)-3-isopropyl-4-oxo-3,4-dihydroimidazo[2,1-f][1,2,4]triazin-2-yl)-1H-pyrazol N1C=NC(=C1)C1=CN=C2C(N(C(=NN21)C=2C=NNC2)C(C)C)=O